ClC=1C(=NC=C(C1)CN1C(NC2=C1C=CC=C2)=O)CC2(CCC2)C#N 1-((3-chloro-5-((2-oxo-2,3-dihydro-1H-benzo[d]imidazol-1-yl)methyl)pyridin-2-yl)methyl)cyclobutane-1-carbonitrile